C(C(=C)C)(=O)OCCOCCCCCCOC(CC(=O)O)=O 3-(6-(2-methacryloyloxyethoxy)-hexyloxy)-3-oxopropanoic acid